C1(CCCCC1)[C@@H](N)C(=O)O D-α-cyclohexyl-glycine